monoglycerol eicosanate C(CCCCCCCCCCCCCCCCCCC)(=O)OCC(O)CO